6'-methoxy-2'-oxo-1'H-spiro[cyclopropane-1,4'-pyrido[3,2-d]pyrimidin]-3'-ylacetic acid COC=1C=CC=2NC(N(C3(C2N1)CC3)CC(=O)O)=O